N-(1-cyanocyclopropyl)-3-(5-(difluoromethyl)-1,3,4-thiadiazol-2-yl)-8-(4-(2-fluoro-2-methylpropanoyl)piperazin-1-yl)imidazo[1,5-a]pyridine-6-sulfonamide C(#N)C1(CC1)NS(=O)(=O)C=1C=C(C=2N(C1)C(=NC2)C=2SC(=NN2)C(F)F)N2CCN(CC2)C(C(C)(C)F)=O